CN1CCN(CC1)CC1=CC=C(C(=O)O)C=C1 4-((4-methylpiperazin-1-yl)methyl)benzoic acid